C(C=1C(C(=O)O)=CC=CC1)(=O)NN(CC1=CC=C(C=C1)O)C(=O)O phthaloyl-aza-tyrosine